N1=C(C=NC=C1)N1CC2(C1)CC(CC2)N2CCN(CC2)C2=NC=CC=C2C2=NC=CN=C2 2-(pyrazin-2-yl)-6-(4-(3-(pyrazin-2-yl)pyridin-2-yl)piperazin-1-yl)-2-azaspiro[3.4]octane